[C@H]12OC[C@H](N(C1)C1CCN(CC1)C1=C(C=C(C(=C1)OC)NC1=NC=NC(=C1)N1OCC[C@@H]1C1=CC(=CC=C1)OC)NC(C=C)=O)C2 N-(2-(4-((1R,4R)-2-oxa-5-azabicyclo[2.2.1]heptane-5-yl)piperidine-1-yl)-4-methoxy-5-((6-((R)-3-(3-methoxyphenyl)isoxazolidine-2-yl)pyrimidine-4-yl)amino)phenyl)acrylamide